(S)-bis(3-hexylnonyl)-6,6'-((((2-hydroxyethyl)(ethyl)amino)propyl)azanediyl)dihexanoate C(CCCCC)C(CCOC(CCCCCN(CCCCCC(=O)OCCC(CCCCCC)CCCCCC)CCCN(CC)CCO)=O)CCCCCC